C(C)(=O)N1CCN(CC1)C=1OC2=C(C=C(C=C2C(C1)=O)C)C(C)O 2-(4-acetylpiperazin-1-yl)-8-(1-hydroxyethyl)-6-methyl-chromen-4-one